BrC1=NC(=CC=C1Cl)C 2-bromo-3-chloro-6-methyl-pyridine